ClC1=CC=C(C=C1)NC(=O)N1C(CCC1=O)C=1OC(=NN1)C N-(4-chlorophenyl)-2-(5-methyl-1,3,4-oxadiazol-2-yl)-5-oxo-1-pyrrolidinecarboxamide